N-(5,6-difluoro-1H-indol-3-yl)-6-(3-methoxyphenyl)-3,4-dihydroisoquinoline-2(1H)-Formamide FC=1C=C2C(=CNC2=CC1F)NC(=O)N1CC2=CC=C(C=C2CC1)C1=CC(=CC=C1)OC